C1(CC1)CC1=C(C(=NN1C=1SC=C(N1)C(=O)O)C1=CC(=C(C=C1)F)\C=C\C)CC1=CC(=C(C=C1)S(N)(=O)=O)F (E)-2-(5-(cyclopropylmethyl)-3-(4-fluoro-3-(prop-1-en-1-yl)phenyl)-4-(3-fluoro-4-sulfamoylbenzyl)-1H-pyrazol-1-yl)thiazole-4-carboxylic acid